O[C@@H](CN1CC(C1)N1N=CC2=C1N(C(C=1C=C(C=CC21)C)=O)C)C 3-(1-((R)-2-hydroxypropyl)azetidin-3-yl)-4,7-dimethyl-3,4-dihydro-5H-pyrazolo[3,4-c]isoquinolin-5-one